[Si](C)(C)(C(C)(C)C)OCCCOC[C@H](C#CC(F)(F)F)N[S@](=O)C(C)(C)C (R)-N-((S)-1-(3-((tert-butyldimethylsilyl)oxy)propoxy)-5,5,5-trifluoropent-3-yn-2-yl)-2-methylpropane-2-sulfinamide